CN1C(=NC2=C1C=CC=C2)NC=2SC1=C(N2)C=CC(=C1)C 1-Methyl-2-(6-methyl-benzothiazol-2-ylamino)-1H-benzoimidazole